C[N+]12CCC3=CC4=C(C(=C3[C@@H]1CC5=C(C2)C(=C(C=C5)OC)OC)O)OCO4 The molecule is a quaternary ammonium ion that is (S)-N-methylcanadine in which the hydrogen at position 14 is substituted by a hydroxy group. It has a role as a plant metabolite. It is a quaternary ammonium ion, an organic heteropentacyclic compound, a cyclic acetal, an organic hydroxy compound and an alkaloid. It derives from a (S)-N-methylcanadine.